ethyl 22-(benzyloxy)-2,2-dimethyldocosanoate C(C1=CC=CC=C1)OCCCCCCCCCCCCCCCCCCCCC(C(=O)OCC)(C)C